FC1=C(C=C(C=C1)F)[C@@H]1N(CCC1)C1=CC=C2C(=N1)N(C=N2)C(=O)NCCCC2=CC=CC=C2 (R)-5-(2-(2,5-Difluorophenyl)pyrrolidin-1-yl)-N-(3-phenylpropyl)-3H-imidazo[4,5-b]pyridine-3-Carboxamide